CNC1=NC(N([C@H]2[C@H](O)[C@H](O)[C@@H](CO)O2)CN1N)=O N4-methyl-5-amino-5-azacytidine